FC=1C=C(C=CC1F)C(C#N)=C1CCN(CC1)C(=O)N1CCC(CC1)O 2-(3,4-difluorophenyl)-2-(1-(4-hydroxypiperidine-1-carbonyl)piperidin-4-ylidene)acetonitrile